tert-butyl ((1R,3R)-3-cyano-3-methylcyclohexyl)carbamate C(#N)[C@]1(C[C@@H](CCC1)NC(OC(C)(C)C)=O)C